methyloloctanol C(O)C(CCCCCCC)O